OC1=CC=C(C=C1)NC(C=C(C)C)=O N-(4-hydroxyphenyl)-3-methyl-but-2-enamide